FC1=CC(=C(C=C1C=1CN(CC1)C1=NC=CC=N1)NC(=O)C1=CNC(C=C1C(F)(F)F)=O)N1C[C@H](N([C@H](C1)C)C)C |r| N-[4-fluoro-5-(1-pyrimidin-2-yl-2,5-dihydropyrrol-3-yl)-2-[rac-(3R,5S)-3,4,5-trimethylpiperazin-1-yl]phenyl]-6-oxo-4-(trifluoromethyl)-1H-pyridine-3-carboxamide